C1CC12CCN(CC2)C2=NC(=CC=C2N)Br 2-{6-azaspiro[2.5]octan-6-yl}-6-bromopyridine-3-amine